COC(=O)C=1N(C=C(N1)Br)CC1=CC(=CC(=C1)F)F.N1(N=CN=C1)CCNC1=C(C=CC(=C1)NC(C1=CC=CC=C1)=O)C1=CC=CC=C1 N-(2-((2-(1H-1,2,4-triazol-1-yl)ethyl)amino)-[1,1'-biphenyl]-4-yl)benzamide methyl-4-bromo-1-(3,5-difluorobenzyl)-1H-imidazole-2-carboxylate